ClC1=CC(=C(C=C1)C1(OC2=C(O1)C=CC=C2C2CCN(CC2)CC2=C(C=C(C=N2)C2=NOC(=N2)C(F)F)C)C)F 3-(6-((4-(2-(4-chloro-2-fluorophenyl)-2-methylbenzo[d][1,3]dioxol-4-yl)piperidin-1-yl)methyl)-5-methylpyridin-3-yl)-5-(difluoromethyl)-1,2,4-oxadiazole